ClC=1C=C(C2=C(C=C(O2)CNC(=O)C2=NC=CN=C2)C1)C(=O)O 5-Chloro-2-((pyrazine-2-carboxamido)methyl)benzofuran-7-carboxylic acid